FC1=C(C=C(C=C1)S(=O)(=O)C=1C(=C2C=CNC2=C(C1F)F)F)C=1NC=C(N1)[C@]1(CCOC2=C(C=CC=C12)CCC(=O)O)C 3-[(4S)-4-[2-[2-fluoro-5-[(4,6,7-trifluoro-1H-indol-5-yl)sulfonyl]phenyl]-1H-imidazol-4-yl]-4-methyl-chroman-8-yl]propanoic acid